CN(CCCC=1C(=CC(N(C1)C(C(=O)N[C@@H](CC(=O)OCC)C=1C=C(C=C(C1F)C)C1=C(C=C(C=C1C)C)C)CC(C)C)=O)C(F)(F)F)C Ethyl (3S)-3-(2-(5-(3-(dimethylamino)propyl)-2-oxo-4-(trifluoromethyl)pyridin-1(2H)-yl)-4-methylpentanamido)-3-(4-fluoro-2',4',5,6'-tetramethyl-[1,1'-biphenyl]-3-yl)propanoate